5-([1,2,4]triazolo[1,5-a]pyridin-6-yl)-N-(4-(methylsulfinyl)phenyl)-1-(6-methylpyridin-2-yl)-1H-pyrazole-3-carboxyamide N=1C=NN2C1C=CC(=C2)C2=CC(=NN2C2=NC(=CC=C2)C)CC(=O)NC2=CC=C(C=C2)S(=O)C